NC1=NC2=NC=C(N=C2C(N1)=O)CN(C(C(F)(F)F)=O)C1=CC=C(C(=O)N[C@@H](CCC(=O)O)C(=O)OC)C=C1 (S)-4-(4-(N-((2-amino-4-oxo-3,4-dihydropteridin-6-yl)methyl)-2,2,2-trifluoroacetamido)benzamido)-5-methoxy-5-oxopentanoic acid